FC1=CC=C(C=C1)C1=CC=NC=2N1N=C(C2)C(=O)NC2=CC(=CC=C2)OC 7-(4-fluorophenyl)-N-(3-methoxyphenyl)pyrazolo[1,5-a]pyrimidine-2-carboxamide